FC1=C2C(=C(N(C2=CC=C1)C(=O)[O-])B1OC(C(O1)(C)C)(C)C)C(C)C 4-fluoro-3-isopropyl-2-(4,4,5,5-tetramethyl-1,3,2-dioxaborolan-2-yl)-1H-indole-1-carboxylate